(E)-8-benzoyl-6-(2,3-difluorophenyl)-2-(furan-2-ylmethylene)imidazo[1,2-a]pyrazin-3(2H)-one C(C1=CC=CC=C1)(=O)C=1C=2N(C=C(N1)C1=C(C(=CC=C1)F)F)C(\C(\N2)=C/C=2OC=CC2)=O